((1S,6R,7R)-7-(2-fluorophenyl)-3-(3-(quinazolin-6-yl)-1H-pyrazolo[3,4-b]pyrazin-6-yl)-3-azabicyclo[4.1.0]heptan-7-yl)methanamine FC1=C(C=CC=C1)[C@]1([C@@H]2CCN(C[C@H]12)C1=CN=C2C(=N1)NN=C2C=2C=C1C=NC=NC1=CC2)CN